allyl hydrogensulfate S(=O)(=O)(O)OCC=C